4-[5-(2,4-dimethyl-1,3-benzooxazol-6-yl)-7-fluoro-indazol-2-yl]piperidine-1-carboxylic acid tert-butyl ester C(C)(C)(C)OC(=O)N1CCC(CC1)N1N=C2C(=CC(=CC2=C1)C1=CC2=C(N=C(O2)C)C(=C1)C)F